2-[3,5-bis(difluoromethyl)pyrazol-1-yl]-6-chloro-nicotinic acid methyl ester COC(C1=C(N=C(C=C1)Cl)N1N=C(C=C1C(F)F)C(F)F)=O